CCCCCC/C=C/CCCCCCCCCC(=O)SCCNC(=O)CCNC(=O)[C@@H](C(C)(C)COP(=O)(O)OP(=O)(O)OC[C@@H]1[C@H]([C@H]([C@@H](O1)N2C=NC3=C(N=CN=C32)N)O)OP(=O)(O)O)O The molecule is an octadecenoyl-CoA that results from the formal condensation of the thiol group of coenzyme A with the carboxy group of (11E)-octadecenoic acid. It derives from a trans-vaccenic acid. It is a conjugate acid of an (11E)-octadecenoyl-CoA(4-).